FC1=C2OC=3C=C(C=CC3C3(C2=CC=C1)OCCC3)N3CCCC3 1-(5'-Fluorospiro[tetrahydrofuran-2,9'-xanthene]-3'-yl)pyrrolidine